C([O-])([O-])=O.[K+].FC=1C=C(C=CC1OC(F)(F)F)C=1C=NN(C1)C12CC(C1)(C2)NC(OC(C)(C)C)=O.[K+] tert-butyl (3-(4-(3-fluoro-4-(trifluoromethoxy)phenyl)-1H-pyrazol-1-yl)bicyclo[1.1.1]pentan-1-yl)carbamate Potassium carbonate